FC=1C(=C(C=C(C1)F)NC(C)=O)C N-(3,5-difluoro-2-methylphenyl)acetamide